O1C(CCC1)CC(=O)NN 2-(tetrahydrofuran-2-yl)acethydrazide